(S)-2-(4-(6-((2,4-difluorobenzyl)oxy)pyridin-2-yl)-3-fluorobenzyl)-1-(oxetan-2-ylmethyl)-1H-benzo[d]imidazole-6-carboxylic acid FC1=C(COC2=CC=CC(=N2)C2=C(C=C(CC3=NC4=C(N3C[C@H]3OCC3)C=C(C=C4)C(=O)O)C=C2)F)C=CC(=C1)F